NC1=C2C(=NC=N1)N(N=C2C2=CC=C(C(=O)NC1=NC=CC(=C1)C(F)(F)F)C=C2)CCCCCC(=O)NC2=C(C=CC=C2)N 4-(4-Amino-1-(6-((2-aminophenyl)amino)-6-oxohexyl)-1H-pyrazolo[3,4-d]pyrimidin-3-yl)-N-(4-(trifluoromethyl)pyridin-2-yl)benzamide